N-(3-methyl-1-(4-(trifluoromethyl)benzyl)-1H-pyrazolo[3,4-b]pyrazin-5-yl)acrylamide CC1=NN(C2=NC=C(N=C21)NC(C=C)=O)CC2=CC=C(C=C2)C(F)(F)F